cobalt (cobaltocene) [CH-]1C=CC=C1.[CH-]1C=CC=C1.[Co+2].[Co]